COC1=CC2=C(NC(=N2)S(=O)CC2=NC=C(C(=C2C)OC)C)C=C1 5-methoxy-2-{[(4-methoxy-3,5-dimethyl-2-pyridinyl)-methyl]-sulfinyl}-1H-benzimidazole